rel-3-chloro-4-[(3,5-difluoropyridin-2-yl)methoxy]-2'-[3-(1-hydroxy-2-methylpropan-2-yl)-2-oxopyridin-1-yl]-5',6-dimethyl-[1,4'-bipyridin]-2-one ClC=1C(N(C(=CC1OCC1=NC=C(C=C1F)F)C)C1=CC(=NC=C1C)N1C(C(=CC=C1)C(CO)(C)C)=O)=O